1,2-dimethylpyrrolium mesylate S(C)(=O)(=O)[O-].C[NH+]1C(=CC=C1)C